BrC1=CC=C2C3CCC(CC3C3(NC(C(=N3)C)=S)C2=C1)OC 7-bromo-2-methoxy-4'-methyl-1,2,3,4,4a,9a-hexahydrospiro[fluorene-9,2'-imidazole]-5'(1'H)-thione